C1(=CC=CC=C1)S(=O)(=O)N1C(=CC2=CC=CC=C12)C(=O)NCC1=CC=NC=C1 1-(phenylsulfonyl)-N-(pyridin-4-ylmethyl)-1H-indole-2-carboxamide